C1(=CC=C(C=C1)NC1=CC=CC=2C3(C4=CC=CC=C4C12)C1=CC=CC=C1C=1C=CC=CC13)C1=CC=CC=C1 N-([1,1'-biphenyl]-4-yl)-9,9'-spirobi[fluoren]-4-amine